C1(CC1)C1=C(C(=C(C=C1)N1N=C2N=C(NC(C2=C1)=O)CC)OCC)C(F)F 2-[4-cyclopropyl-3-(difluoromethyl)-2-ethoxyphenyl]-6-ethyl-2,5-dihydro-4H-pyrazolo[3,4-d]pyrimidin-4-one